N-(3-((1r,3S)-3-cyano-1-((4-methyl-4H-1,2,4-triazol-3-yl)methyl)cyclobutyl)phenyl)-6-cyclopropyl-4-(((S)-3-methylpiperidin-1-yl)methyl)picolinamide C(#N)C1CC(C1)(CC1=NN=CN1C)C=1C=C(C=CC1)NC(C1=NC(=CC(=C1)CN1C[C@H](CCC1)C)C1CC1)=O